ClC=1SC(=CN1)CN1C=CC=C2C1=NC(N(C2=O)C2CCC(CC2)C)=O 8-((2-chlorothiazol-5-yl)methyl)-3-(4-methylcyclohexyl)pyrido[2,3-d]pyrimidine-2,4(3H,8H)-dione